2-(tert-butyl)-1'-(1-cyclopropyl-5-methylisoquinoline-7-carbonyl)-5H-spiro[benzo[d]thiazole-6,4'-piperidin]-4(7H)-one C(C)(C)(C)C=1SC2=C(N1)C(CC1(CCN(CC1)C(=O)C1=CC(=C3C=CN=C(C3=C1)C1CC1)C)C2)=O